FC1=CC=C(C=C1)[C@H]1COC2=C(CN1C(=O)C1(CCOCC1)C)C=CC(=C2)C(=O)NO (S)-3-(4-fluorophenyl)-N-hydroxy-4-(4-methyltetrahydro-2H-pyran-4-carbonyl)-2,3,4,5-tetrahydrobenzo[f][1,4]oxazepine-8-carboxamide